C(C1=CC=CC=C1)(=O)N1C(N(C=CC1=O)[C@H]1[C@@H]([C@@H]([C@H](O1)C=O)O[Si](C)(C)C(C)(C)C)CCOC)=O (2S,3S,4R,5R)-5-(3-benzoyl-2,4-dioxo-3,4-dihydropyrimidin-1(2H)-yl)-3-((tert-butyldimethylsilyl)oxy)-4-(2-methoxyethyl)tetrahydrofuran-2-carbaldehyde